[C@H]12CN(C[C@H](CC1)N2)C2=NC(=NC1=C(C(=C(C=C21)F)C2=CC(=CC1=CC=C(C(=C21)CC)F)O)F)OC[C@@H]2CCC(N2)=O (5S)-5-(((4-((1R,5S)-3,8-diazabicyclo[3.2.1]octan-3-yl)-7-(8-ethyl-7-fluoro-3-hydroxynaphthalen-1-yl)-6,8-difluoroquinazolin-2-yl)oxy)methyl)pyrrolidin-2-one